CC1=CC=C(C=C1)S(=O)(=O)NNC(=O)N p-toluenesulfonyl-semicarbazid